N[C@@H](CCCCN)C(=O)O.N[C@@H](CCCCN)C(=O)O.N[C@@H](CCCCN)C(=O)O.[Fe] iron trislysine